C1OCC12CN(C2)CC(=O)NC=2C=C(C(=NC2)C)C=2N1C(SC2Br)=C(C=N1)C(=O)N (5-(2-(2-oxa-6-azaspiro[3.3]heptan-6-yl)acetamido)-2-methylpyridin-3-yl)-2-bromopyrazolo[5,1-b]thiazole-7-carboxamide